NC1=NC2=CC(=CC=C2C=C1Br)C[C@H]1[C@H]2C[C@H]([C@@H]([C@]2(CC1)O)O)N1C=CC2=C1N=CN=C2C (1S,2R,3aR,4S,6aR)-4-((2-amino-3-bromoquinolin-7-yl)methyl)-2-(4-methyl-7H-pyrrolo[2,3-d]pyrimidin-7-yl)hexahydropentalene-1,6a(1H)-diol